sodium thiobisulfate S([O-])(O)(=S)=O.[Na+]